(3R,3aR)-7-[4-[4-[3-azabicyclo[3.1.0]hexan-1-yl(difluoro)methyl]-6-chloro-2-pyridyl]piperazin-1-yl]sulfonyl-3-(hydroxymethyl)-3a,4-dihydro-3H-oxazolo[4,3-c][1,4]benzoxazin-1-one C12(CNCC2C1)C(C1=CC(=NC(=C1)Cl)N1CCN(CC1)S(=O)(=O)C1=CC2=C(N3[C@H](CO2)[C@@H](OC3=O)CO)C=C1)(F)F